furyl-(amino)-methanesulfinic acid O1C(=CC=C1)C(S(=O)O)N